7-fluoro-5-nitro-2H-isoquinolin-1-one FC1=CC(=C2C=CNC(C2=C1)=O)[N+](=O)[O-]